9H-fluoren-9,9-diyldimethanol C1=CC=CC=2C3=CC=CC=C3C(C12)(CO)CO